2-(4-fluorophenyl)-6,6-dimethyl-3-(6-methyl-1H-pyrazolo[3,4-b]pyridin-4-yl)-6,7-dihydro-5H-pyrazolo[5,1-b][1,3]oxazine FC1=CC=C(C=C1)C1=NN2C(OCC(C2)(C)C)=C1C1=C2C(=NC(=C1)C)NN=C2